ClC=1C=C(C=CC1C=1SC=C(C1)C1=CC(=NC=C1)C1(CC1)CO)C(=O)N1C[C@@H]([C@H](CC1)O)F (3-chloro-4-(4-(2-(1-(hydroxymethyl)cyclopropyl)pyridin-4-yl)thiophen-2-yl)phenyl)((3S,4S)-3-fluoro-4-hydroxypiperidin-1-yl)methanone